({[3-(dimethylamino)propyl]imino}methylene)(ethyl)amine CN(CCCN=C=NCC)C